C(C1=CC=CC=C1)OCN1C(N(C=C(C1=O)C)[C@@H]1O[C@]([C@H]([C@H]1O)O)(CO[Si](C(C)C)(C(C)C)C(C)C)COC(C1=CC=CC=C1)(C1=CC=C(C=C1)OC)C1=CC=C(C=C1)OC)=O 3-(benzyloxymethyl)-1-[(2R,3R,4S,5S)-5-[[bis(4-methoxyphenyl)-phenyl-methoxy]-methyl]-3,4-dihydroxy-5-(triisopropylsiloxymethyl)tetrahydrofuran-2-yl]-5-methyl-pyrimidine-2,4-dione